C(C)(C)OC=1C=CC(=NC1)C1=NSC(=N1)NC1=C(C(=O)NC)C=CC=N1 2-(3-(5-isoprop-oxypyridin-2-yl)-1,2,4-thiadiazol-5-ylamino)-N-methyl-nicotinamide